N[C@@H](C(=O)NC=1N=NC(=C(C1)C1CC1)C1=C(C=C(C=C1)C#C)O)[C@H](C)O (2R,3S)-2-amino-N-(5-cyclopropyl-6-(4-ethynyl-2-hydroxyphenyl)pyridazin-3-yl)-3-hydroxybutyramide